O=C1NC=CC=C1[C@H]1[C@@H](CNC1)C#N |r| Racemic-(3S,4R)-4-(2-oxo-1,2-dihydropyridin-3-yl)pyrrolidine-3-carbonitrile